C(#N)N1CC2=C(C=C(C=C2C1)NC(=O)C1CN(C(CC1)=O)C)C1=CC=CC=C1 N-(2-cyano-7-phenylisoindolin-5-yl)-1-methyl-6-oxopiperidine-3-carboxamide